1-(thiophen-2-yl)ethyl-N-(propan-2-yl)acetamide S1C(=CC=C1)C(C)CC(=O)NC(C)C